C1=CC=C(C=C1)OC2=CC=C(C=C2)NC(=O)CCl 2-chloro-N-(4-phenoxyphenyl)acetamide